(3S)-7-((2S,5R)-4-acryloyl-2,5-dimethylpiperazin-1-yl)-9-chloro-10-(2,4-difluorophenyl)-3-(3-hydroxypropyl)-2,3-dihydro-5H-[1,4]oxazino[2,3,4-ij]quinazolin-5-one C(C=C)(=O)N1C[C@@H](N(C[C@H]1C)C1=NC(N2C3=C(C(=C(C=C13)Cl)C1=C(C=C(C=C1)F)F)OC[C@@H]2CCCO)=O)C